The molecule is an N-acyl-1-O-beta-D-glucosyl-15-methylhexadecasphing-4-enine in which the acyl group has 19 carbons and 0 double bonds and is 2-hydroxylated. It derives from a 15-methylhexadecasphing-4-enine. CCCCCCCCCCCCCCCCCC(C(=O)N[C@@H](CO[C@H]1[C@@H]([C@H]([C@@H]([C@H](O1)CO)O)O)O)[C@@H](/C=C/CCCCCCCCCC(C)C)O)O